ClC=1C=CC2=C(N=C(O2)C2CC3(CC(C3)NC(=O)C=3OC(=CC3)S(NC(COCCOC)=O)(=O)=O)C2)C1 (Ra)-N-[6-(5-chloro-1,3-benzoxazol-2-yl)spiro[3.3]heptan-2-yl]-5-[[2-(2-methoxyethoxy)acetyl]sulfamoyl]furan-2-carboxamide